ClCC1=C(C=C(C(=C1CCl)F)F)F 2,3-bischloromethyl-1,4,5-trifluorobenzene